dodec-11-ene CCCCCCCCCCC=C